tert-butyl (3-chloro-2-(4-((5-chloro-6-(2H-1,2,3-triazol-2-yl)pyridin-3-yl)carbamoyl)-5-(trifluoromethyl)-1H-pyrazol-1-yl)pyridin-4-yl)carbamate ClC=1C(=NC=CC1NC(OC(C)(C)C)=O)N1N=CC(=C1C(F)(F)F)C(NC=1C=NC(=C(C1)Cl)N1N=CC=N1)=O